O=C1NC(CCC1N1C(C2=CC=C3C(=C2C1=O)OCC1(N3)CCNCC1)=O)=O 8'-(2,6-dioxopiperidin-3-yl)-2'H-spiro[piperidine-4,3'-[1,4]oxazino[2,3-e]isoindole]-7',9'(4'H,8'H)-dione